2-({3-[(4-hydroxybutoxy)methyl]-4-(4-methylpiperazin-1-yl)phenyl}amino)-5-[2-(triisopropylsilyl)ethynyl]-8H-pyrido[2,3-d]pyrimidin-7-one OCCCCOCC=1C=C(C=CC1N1CCN(CC1)C)NC=1N=CC2=C(N1)NC(C=C2C#C[Si](C(C)C)(C(C)C)C(C)C)=O